4,5-diaminobenzene NC1=CC=CC=C1N